IC1=CN(C=C(C1=O)I)CC(=O)O 2-(3,5-diiodo-4-oxopyridin-1(4H)-yl)acetic acid